CC1=NN=NN1C=1C=C(C=CC1)N1C=C(C=CC1=O)C(=O)N 1-[3-(5-methyltetrazol-1-yl)phenyl]-6-oxo-pyridine-3-carboxamide